(2-chloroethyl)-4-vinylbenzene ClCCC1=CC=C(C=C1)C=C